2-bromo-N-[2,5-difluoro-4-(trifluoromethyl)phenyl]-6H-thieno[2,3-b]pyrrole-4-sulfonamide BrC1=CC2=C(NC=C2S(=O)(=O)NC2=C(C=C(C(=C2)F)C(F)(F)F)F)S1